3,5-dichloro-6-ethylpyrazine-2-carboxylic acid methyl ester COC(=O)C1=NC(=C(N=C1Cl)Cl)CC